FC(C1=CC=C(C=C1)/C=C/OB(O)O)(F)F trans-2-[4-(trifluoromethyl)phenyl]vinyl-boric acid